2-{[(αR)-6-[4-(3-methylbutyl)-2,5-dioxoimidazolidin-1-yl]spiro[3.3]-heptan-2-yl]oxy}-pyridine-3-carboxamide CC(CCC1NC(N(C1=O)C1CC2(CC(C2)OC2=NC=CC=C2C(=O)N)C1)=O)C